BrN[C@@H](CO)C(=O)O N-bromoserine